trans-2-(2-phenylthiazol-5-yl)cyclopropylamine C1(=CC=CC=C1)C=1SC(=CN1)[C@H]1[C@@H](C1)N